3-(6-(2,4-dimethoxypyrimidin-5-yl)imidazo[1,2-b]pyridazin-8-yl)-1-fluoro-3-azabicyclo[3.1.1]heptane COC1=NC=C(C(=N1)OC)C=1C=C(C=2N(N1)C=CN2)N2CC1(CC(C2)C1)F